C(C)(C)(C)[C@@H](C(=O)OCCCNCCC1=CC(=C(C=C1)OC1=CC=C(C=C1)Cl)F)CC(C(=O)N)N1C(C2=CC(=CC=C2C1)N1CCC(CC1)COC(C)=O)=O 3-((4-(4-chlorophenoxy)-3-fluorophenethyl)amino)propan-1-ol tert-butyl-(S)-4-(6-(4-(acetoxymethyl)piperidin-1-yl)-1-oxoisoindolin-2-yl)-5-amino-5-oxopentanoate